2-(4-bromo-2-methoxyphenyl)acetamide BrC1=CC(=C(C=C1)CC(=O)N)OC